2-(2,5-dimethyl-1H-pyrrol-1-yl)-6-((2-methoxyethyl)thio)thiazolo[4,5-b]pyrazine CC=1N(C(=CC1)C)C=1SC=2C(=NC=C(N2)SCCOC)N1